Cl.ClC=1C(=C(C=CC1)NC(=O)C1=CC(=CC=2NC(=NC21)C2(CC2)C)NC(=O)C2=C(C=CC=C2)C(F)(F)F)C N-(3-chloro-2-methylphenyl)-2-(1-methylcyclopropyl)-6-({[2-(trifluoromethyl)phenyl]carbonyl}amino)-1H-benzoimidazole-4-carboxamide hydrochloride